(R)-6-Isopropyl-5-(8-methoxy-[1,2,4]triazolo[1,5-a]pyridin-6-yl)-1-(piperidin-3-yl)-1,3-dihydro-2H-benzo[d]imidazol-2-on C(C)(C)C=1C(=CC2=C(N(C(N2)=O)[C@H]2CNCCC2)C1)C=1C=C(C=2N(C1)N=CN2)OC